N-(4-carboxyphenyl)acrylamide methyl-3-[(cyanomethyl)amino]-4-{1-[(5-methoxy-7-methyl-1H-indol-4-yl)methyl]piperidin-2-yl}benzoate COC(C1=CC(=C(C=C1)C1N(CCCC1)CC1=C2C=CNC2=C(C=C1OC)C)NCC#N)=O.C(=O)(O)C1=CC=C(C=C1)NC(C=C)=O